N[C@H](C(=O)N1C(CCCC1)C=1C=NC=CC1)CC1=CC=CC=C1 (2S)-2-amino-3-phenyl-1-(2-(pyridin-3-yl)piperidin-1-yl)propan-1-one